O1CCOC12C=C(CCC2)C(=O)OC methyl 1,4-dioxaspiro[4.5]dec-6-ene-7-carboxylate